N4-((1H-Pyrazol-5-yl)methyl)-3-methyl-7-(1H-pyrazol-5-yl)quinoline-2,4-diamine N1N=CC=C1CNC1=C(C(=NC2=CC(=CC=C12)C1=CC=NN1)N)C